C(C)C=1N=C2N(C=C(C=C2)C=2C=NC(=NC2)CC(=O)N2CC(C2)O)C1N(C=1SC(=C(N1)C1=CC=C(C=C1)F)C#N)C 2-((2-ethyl-6-(2-(2-(3-hydroxyazetidin-1-yl)-2-oxoethyl)pyrimidin-5-yl)imidazo[1,2-a]pyridin-3-yl)(methyl)amino)-4-(4-fluorophenyl)thiazole-5-carbonitrile